5-benzyl 1-(tert-butyl) (S)-2-hydroxyglutarate O[C@H](C(=O)OC(C)(C)C)CCC(=O)OCC1=CC=CC=C1